(1R,2R)-N-((5-chloro-6-((3-methylisoxazol-5-yl)methoxy)-1H-indol-2-yl)methyl)-2-hydroxycyclobutane-1-carboxamide ClC=1C=C2C=C(NC2=CC1OCC1=CC(=NO1)C)CNC(=O)[C@H]1[C@@H](CC1)O